benzyl dithioformate C(=S)SCC1=CC=CC=C1